tert-butyl 3-hydroxy-3-(4-(pyrrolidin-1-yl)phenyl)pyrrolidine-1-carboxylate OC1(CN(CC1)C(=O)OC(C)(C)C)C1=CC=C(C=C1)N1CCCC1